(R)-3-amino-6-cyclopropyl-4-(5-fluoro-1H-indazol-4-yl)-1H-1,7-phenanthrolin-2-one NC=1C(NC2=C3C=CC=NC3=C(C=C2C1C1=C2C=NNC2=CC=C1F)C1CC1)=O